BrC1=CC=C(C=C1)C1(CCC(CC1)(C)C)O 1-(4-bromophenyl)-4,4-dimethylcyclohexane-1-ol